2-(4,4,5,5-tetramethyl-1,3,2-dioxaborolan-2-yl)-1H,5H,6H,7H-pyrrolo[3,2-c]pyridin-4-one CC1(OB(OC1(C)C)C1=CC=2C(NCCC2N1)=O)C